7-hydroxy-4-methyl-1-[2-(methyloxy)ethyl]-6,8-dioxo-1,2,3,4,6,8,12,12a-octahydropyrido[1',2':4,5]pyrazino[1,2-a]pyrimidine-9-carboxamide OC=1C(C(=CN2CC3N(C(CCN3CCOC)C)C(C21)=O)C(=O)N)=O